6-fluoro-7-(2-fluoro-6-hydroxyphenyl)-1-(2-isopropyl-4-methylpyridin-3-yl)-4-(3-(3-methylene-2-carbonylpyrrolidin-1-yl)azetidin-1-yl)pyrido[2,3-d]pyrimidin-2(1H)-one FC1=CC2=C(N(C(N=C2N2CC(C2)N2C(C(CC2)=C)=C=O)=O)C=2C(=NC=CC2C)C(C)C)N=C1C1=C(C=CC=C1O)F